bis(hydroxymethyl)imidazolidinylurea OCC(O)(C1(NC(=O)NCNC(=O)NC2(CO)NC(=O)NC2=O)NC(=O)NC1=O)CO